CN1C(=C(C2=CC(=C(C=C12)C(=O)[O-])C)CC(=O)N)CCCCC.[Na+] sodium 1,5-dimethyl-2-pentyl-3-(2-amino-2-oxoethyl)-1H-indole-6-carboxylate